butyl 3-((6-bromo-4-methoxypyridin-2-yl)carbamoyl)-2-azabicyclo[3.1.0]hexane-2-carboxylate BrC1=CC(=CC(=N1)NC(=O)C1N(C2CC2C1)C(=O)OCCCC)OC